[4-(5-fluoro-2-methyl-phenyl)sulfonylmorpholin-2-yl]benzothiophene-2-carboxamide FC=1C=CC(=C(C1)S(=O)(=O)N1CC(OCC1)C1=C(SC2=C1C=CC=C2)C(=O)N)C